β-Naphthoflavone O=C1C=C(C2C=CC=CC=2)OC2C=CC3=CC=CC=C3C1=2